CC1=NC2=C(N1CC1=CC(=CC=C1)Cl)C=C(C=C2NS(=O)(=O)CC)C=2C1=C(C(N(C2)C)=O)NC=C1 N-(2-methyl-6-(6-methyl-7-oxo-6,7-dihydro-1H-pyrrolo[2,3-c]pyridin-4-yl)-1-(3-chlorobenzyl)-1H-benzo[d]imidazol-4-yl)ethane-sulfonamide